FC(C(=O)O)(F)F.C(C)OC(=O)C(C)CCCCCC Octane-2-carboxylic acid ethyl ester trifluoroacetate